N1=C(C=CC=C1)N1C(COCC1)=O 4-(pyridin-2-yl)-3-morpholone